octenyl-naphthyl-phosphinic acid C(=CCCCCCC)P(O)(=O)C1=CC=CC2=CC=CC=C12